N1N=CC=2CCCC(C12)=O 5,6-dihydro-1H-indazol-7(4H)-one